NC1=CC=NC(=C1)SC1=C(C(=CC=C1)Cl)Cl 4-amino-6-((2,3-dichlorophenyl)thio)pyridin